NC1=CC=C(OC2=C(C=C(C=C2C)C(C(F)(F)F)(C(F)(F)F)C2=CC(=C(C(=C2)C)OC2=CC=C(C=C2)N)C)C)C=C1 2,2-bis[4-(4-aminophenoxy)-3,5-dimethylphenyl]hexafluoropropane